C(C)C1=CC=C(C2=C1OCCO2)N2CC(NCC2)CC 8-Ethyl-5-(3-ethylpiperazin-1-yl)-2,3-dihydro-1,4-benzodioxine